C(C1=CC=CC=C1)(=O)OCN1C(CCC(C1)C1=CC2=C(OC(O2)(F)F)C=C1)COC(F)F (5-(2,2-difluoro-1,3-benzodioxol-5-yl)-2-(difluoromethoxy methyl)-1-piperidinyl)Methyl benzoate